COCCCOC=1C=C(C(N(C1C)C1=CC(=CC=C1)C(F)(F)F)=O)C(=O)NCC1=CC=C(C=C1)S(=O)(=O)C 5-(3-methoxypropoxy)-6-methyl-N-[4-(methylsulfonyl)benzyl]-2-oxo-1-[3-(trifluoromethyl)phenyl]-1,2-dihydropyridine-3-carboxamide